isoxazolidinamide O1N(CCC1)C(=O)N